(2-(3,6-dichloropyridazin-4-yl)cyclopropyl)methanol ClC=1N=NC(=CC1C1C(C1)CO)Cl